C(C1=CC=CC=C1)OC(C(F)(F)F)(CC=C)C1=NN=C(O1)C1=NC(=C(C=C1NC([O-])=O)C(F)(F)F)NC(C)(CCC=C)C (2-(5-(2-(benzyloxy)-1,1,1-trifluoropent-4-en-2-yl)-1,3,4-oxadiazol-2-yl)-6-((2-methylhex-5-en-2-yl)amino)-5-(trifluoromethyl)pyridin-3-yl)carbamate